ClC=1C(=NC(=CC1)OC)C(=O)N1CC2CCC(CC1)N2CC2=C(N=C1N2C=CC=N1)C1=CC=C(C=C1)C(C)C (3-chloro-6-methoxypyridin-2-yl)[9-{[2-(4-isopropylphenyl)imidazo[1,2-a]pyrimidin-3-yl]methyl}-3,9-diazabicyclo[4.2.1]non-3-yl]methanone